tert-butyl 4-[6-(8-fluoro-2-methyl-imidazo[1,2-a]pyridin-6-yl)thieno[3,2-b]pyridine-2-yl]piperidine-1-carboxylate FC=1C=2N(C=C(C1)C=1C=C3C(=NC1)C=C(S3)C3CCN(CC3)C(=O)OC(C)(C)C)C=C(N2)C